C(C1=CC=CC=C1)OC1=C(C(=NC(=C1)[C@@H]1O[C@]([C@H]([C@H]1C1=C(C(=C(C=C1)F)F)OC)C)(C(F)(F)F)C)C)N(C(=O)C1CC1)C N-(4-(benzyloxy)-6-((2R,3S,4S,5R)-3-(3,4-difluoro-2-methoxyphenyl)-4,5-dimethyl-5-(trifluoromethyl)tetrahydrofuran-2-yl)-2-methylpyridin-3-yl)-N-methylcyclopropanecarboxamide